iron (III) tris(2,4-hexanedione) CC(CC(CC)=O)=O.CC(CC(CC)=O)=O.CC(CC(CC)=O)=O.[Fe+3]